(S)-1-(2,6-difluoro-4-(2-hydroxyethoxy)benzyl)-3,4-dimethyl-2-oxo-N-(2,4,6-trifluorobenzyl)-1,2,3,4-tetrahydroquinazoline-7-carboxamide FC1=C(CN2C(N([C@H](C3=CC=C(C=C23)C(=O)NCC2=C(C=C(C=C2F)F)F)C)C)=O)C(=CC(=C1)OCCO)F